5-cyclobutyl-4-(cyclopentylmethoxy)-2-fluoro-N-((4-((1-methylazetidin-3-yl)oxy)piperidin-1-yl)sulfonyl)benzamide C1(CCC1)C=1C(=CC(=C(C(=O)NS(=O)(=O)N2CCC(CC2)OC2CN(C2)C)C1)F)OCC1CCCC1